N-((4,6-dimethyl-2-oxo-1,2-dihydropyridin-3-yl)methyl)-5-(ethyl-(tetrahydro-2H-pyran-4-yl)amino)-4'-((4-fluoropiperidin-1-yl)methyl)-4-methyl-[1,1'-biphenyl]-3-carboxamide CC1=C(C(NC(=C1)C)=O)CNC(=O)C=1C=C(C=C(C1C)N(C1CCOCC1)CC)C1=CC=C(C=C1)CN1CCC(CC1)F